C(C1=CC=CC=C1)SC1=C(C=C(C=C1)Cl)[N+](=O)[O-] benzyl-(4-chloro-2-nitrophenyl)sulfane